N1N=C(C=C1)C(=O)N1CCN(CC1)C1=C(C=CC=C1)N(S(=O)(=O)C=1C=CC2=C(C(=C(O2)C(=O)OCC)C)C1)CCC1=CC=CC=C1 ethyl 5-(N-(2-(4-(1H-pyrazole-3-carbonyl) piperazin-1-yl) phenyl)-N-phenethylsulfamoyl)-3-methylbenzofuran-2-carboxylate